(R)-N-(3-(2-methoxy-3-(5-(methylsulfonyl)-6,7-dihydro-5H,9H-imidazo[2,1-c][1,4]oxazepin-2-yl)phenyl)-1-methyl-1H-pyrazolo[3,4-c]pyridin-5-yl)cyclopropanecarboxamide COC1=C(C=CC=C1C=1N=C2COCC[C@H](N2C1)S(=O)(=O)C)C1=NN(C2=CN=C(C=C21)NC(=O)C2CC2)C